6-(2,3-dihydro-4H-benzo[b][1,4]oxazin-4-yl)quinoline-4-carboxylic acid O1C2=C(N(CC1)C=1C=C3C(=CC=NC3=CC1)C(=O)O)C=CC=C2